1-(tert-butoxycarbonyl)-1H-pyrrol-2-ylboronic acid C(C)(C)(C)OC(=O)N1C(=CC=C1)B(O)O